6,7,8-Trifluoro-3,4-dihydro-2H-isoquinolin-1-one FC=1C=C2CCNC(C2=C(C1F)F)=O